2-Chloro-7-(8-chloronaphthalen-1-yl)-5,6,7,8-tetrahydropyrido[3,4-d]pyrimidin-4(3H)-one ClC=1NC(C2=C(N1)CN(CC2)C2=CC=CC1=CC=CC(=C21)Cl)=O